CC1(C=2C=C(C=CC2C(C2=CC=C(C=C12)N1CCCC1)=O)N1CCCC1)C 10,10-dimethyl-3,6-di(pyrrolidin-1-yl)anthracen-9(10H)-one